N1=C(N=C(C2=C1C=NC=C2)N)N pyrido[3,4-d]pyrimidine-2,4-diamine